(2S,4R)-1-((benzyloxy)carbonyl)-4-sulfopyrrolidine-2-carboxylic acid C(C1=CC=CC=C1)OC(=O)N1[C@@H](C[C@H](C1)S(=O)(=O)O)C(=O)O